N1=CC(=CC2=NC=CC=C12)N 1,5-naphthyridine-3-amine